ClC=1C=C(C=NC1Cl)C=1C=CN2C1C(N(C=C2C)CC(=O)N2CC(C2)(CF)F)=O 8-(5,6-dichloropyridin-3-yl)-2-(2-(3-fluoro-3-(fluoromethyl)azetidin-1-yl)-2-oxoethyl)-4-methylpyrrolo[1,2-a]pyrazin-1(2H)-one